6-(4-(difluoromethoxy)-3-methoxyphenyl)-2-(4-methylbenzyl)-4-(trifluoromethyl)-4,5-dihydropyridazin-3(2H)-one FC(OC1=C(C=C(C=C1)C=1CC(C(N(N1)CC1=CC=C(C=C1)C)=O)C(F)(F)F)OC)F